C1(CC1)N1N=CC(=C1)[C@@H]1OCC[C@@H](C1)C1=NC2=NC(=C(N=C2C(=N1)C1=C(C=C(C=C1)C(F)F)F)C)C 2-[(2R,4S)-2-(1-cyclopropylpyrazol-4-yl)tetrahydropyran-4-yl]-4-[4-(difluoromethyl)-2-fluoro-phenyl]-6,7-dimethyl-pteridine